COC(=O)C1=CO[C@H]([C@@H]([C@@H]1CC(=O)O)C=C)O[C@H]2[C@@H]([C@H]([C@@H]([C@H](O2)CO)O)O)O The molecule is a secoiridoid glycoside that is [(2R,3R,4S)-2-hydroxy-5-(methoxycarbonyl)-3-vinyl-3,4-dihydro-2H-pyran-4-yl]acetic acid in which the anometric hydroxy group has been converted to the corresponding beta-D-glucoside. It has been isolated from several plant species and exhibits antioxidant and anti-allergic properties. It has a role as a plant metabolite, an antioxidant and an anti-allergic agent. It is a methyl ester, a member of pyrans, an enoate ester, a beta-D-glucoside, a monosaccharide derivative, a dicarboxylic acid monoester and a secoiridoid glycoside.